C(C)(C)(C)[S@@](=O)N[C@H](C(F)(F)F)C1=CC=2N(N=C1)C=C(N2)[C@H](C2CCC(CC2)(F)F)NC(OC(C)(C)C)=O |o1:7| tert-Butyl ((S)-(7-((S*)-1-(((R)-tert-butylsulfinyl)amino)-2,2,2-trifluoroethyl)imidazo[1,2-b]pyridazin-2-yl)(4,4-difluorocyclohexyl)methyl)carbamate